ClC1=CC(=C(C=C1)C1(OC2=C(O1)C=CC=C2C2=CC=C(CC1=NC3=C(N1CC1=CN=CO1)C=C(C=C3)C(=O)O)C=C2)C)F 2-(4-(2-(4-chloro-2-fluorophenyl)-2-methylbenzo[d][1,3]dioxol-4-yl)benzyl)-1-(oxazol-5-ylmethyl)-1H-benzo[d]imidazole-6-carboxylic acid